fluorouridine-3'-phosphorothioate P(O)(O)(=S)O[C@H]1[C@H]([C@@](O[C@@H]1CO)(N1C(=O)NC(=O)C=C1)F)O